C(C)NC1=CC=2CC3=CC=C(C=C3C2C=C1)N(C1=C(C=C(C=C1)C)C)CC 2-ethylamino-6-(N-ethyl-2,4-dimethylanilino)fluorene